C1(CC1)OCCNC=1C=C(C(=O)OC)C=C(C1[N+](=O)[O-])OC Methyl 3-((2-cyclopropoxyethyl)amino)-5-methoxy-4-nitrobenzoate